CC=1C=C(SC1)C(C(=O)N)(CC)C1=CC=CC=C1 (4-methyl-thiophen-2-yl)-2-phenyl-butanamide